2-((tert-Butyldimethylsilyl)oxy)-9-propyl-9H-carbazole-3-carbaldehyde [Si](C)(C)(C(C)(C)C)OC1=CC=2N(C3=CC=CC=C3C2C=C1C=O)CCC